COC=1C=CC(=CC1)N1C2=CC=CC=C2SC=2C=CC=CC12 5-methoxy-2-(10H-phenothiazin-10-yl)benzene